2,4'''-diamino-p-quaterphenyl NC1=C(C=CC=C1)C1=CC=C(C=C1)C1=CC=C(C=C1)C1=CC=C(C=C1)N